dicyclohexylamine (Z)-2-(3-oxo-2-(pent-2-en-1-yl)cyclopentyl)acetate O=C1C(C(CC1)CC(=O)O)C\C=C/CC.C1(CCCCC1)NC1CCCCC1